CC1=CC=C(C=C1)S(=O)(=O)O.[NH+]1=CC=CC=C1 Pyridinium p-toluenesulfonic acid